2-(methacryloyloxy)benzoic acid-1,3,3-trimethyl-2-bicyclo[2.2.1]heptanyl ester CC12C(C(C(CC1)C2)(C)C)OC(C2=C(C=CC=C2)OC(C(=C)C)=O)=O